C(C1=CC=CC=C1)N1N=NC(=C1CC(=O)O)N1CCN(CC1)C(=O)OC(C)(C)C 2-(1-benzyl-4-(4-(tert-butoxycarbonyl)piperazin-1-yl)-1H-1,2,3-triazol-5-yl)acetic acid